1-(1,8-dihydroxynaphthalen-2-yl)-3-(4-(dimethylamino)-2-methoxyphenyl)propan-1-one OC1=C(C=CC2=CC=CC(=C12)O)C(CCC1=C(C=C(C=C1)N(C)C)OC)=O